OC=1C=CC=CC1O 3,4-dihydroxybenzol